ClC1=C(C(C#N)=CC=C1)C#N monochlorophthalonitrile